COC(=O)C1=NNC(=C1)C(C)C 5-isopropyl-1H-pyrazole-3-carboxylic acid methyl ester